NC1=NC=2C=CC(=CC2C2=C1CCO2)C(=O)N(CC2=NC=C(C=C2)C(F)(F)F)[C@H](C)C2=NC=CC=N2 4-amino-N-[(1R)-1-pyrimidin-2-ylethyl]-N-[[5-(trifluoromethyl)-2-pyridinyl]methyl]-2,3-dihydrofuro[3,2-c]quinoline-8-carboxamide